C=1(C(=CC=C2C=CC=CC12)O)C(=O)[O-] naphthalene-2-ol-ate